benzyl (2S*,3R*)-2-benzyl-3-hydroxypyrrolidine-1-carboxylate C(C1=CC=CC=C1)[C@@H]1N(CC[C@H]1O)C(=O)OCC1=CC=CC=C1 |o1:7,11|